3-bromo-4-chloro-5-fluoropyridine BrC=1C=NC=C(C1Cl)F